C1(CC1)C1=CC(=C(C2=C1N(N=N2)C)C)C(CC(=O)OC)C=2C=C(C1=C(C=CS1)C2)CN2C[C@H](OC1=C(C2)N=C(C=C1)OC)CC methyl 3-(7-cyclopropyl-1,4-dimethyl-1H-benzotriazol-5-yl)-3-(7-{[(2R)-2-ethyl-7-methoxy-2,3-dihydropyrido[2,3-f][1,4]oxazepin-4(5H)-yl]methyl}-1-benzothiophen-5-yl)propanoate